FC=1C=CC2=C(C3C(O2)C3C(=O)NCC3=CC(=NO3)C3=CC=CC=C3)C1 exo-5-fluoro-N-[(3-phenyl-1,2-oxazol-5-yl)methyl]-1a,6b-dihydro-1H-cyclopropa[b][1]benzofuran-1-carboxamide